(1R,3S,5R)-2-(2-(6-amino-9H-purin-9-yl)acetyl)-N-(2-fluoro-3-methylbut-2-en-1-yl)-2-azabicyclo[3.1.0]hexane-3-carboxamide NC1=C2N=CN(C2=NC=N1)CC(=O)N1[C@@H]2C[C@@H]2C[C@H]1C(=O)NCC(=C(C)C)F